C(C)OC(=C)C=1C=2N(C=C(C1)N=C(C1=CC=CC=C1)C1=CC=CC=C1)C=C(N2)C N-[8-(1-ethoxyethenyl)-2-methylimidazo[1,2-a]pyridin-6-yl]-1,1-diphenylmethanimine